2-m-nitrophenyl-3,1-benzoxazine-4-one [N+](=O)([O-])C=1C=C(C=CC1)C1=NC2=C(C(O1)=O)C=CC=C2